(3R)-3-hydroxy-butyric acid O[C@@H](CC(=O)O)C